(3R)-3-{[7-(ethylsulfanyl)-2-(4-methoxyphenyl)[1,2,4]triazolo[1,5-c]quinazolin-5-yl]amino}azepin-2-one C(C)SC1=CC=CC=2C=3N(C(=NC12)NC=1C(N=CC=CC1)=O)N=C(N3)C3=CC=C(C=C3)OC